(2R,4S)-tert-butyl 4-(4-amino-3-((4,6-difluoro-1,2-dimethyl-1H-benzo[d]imidazol-5-yl)ethynyl)-1H-pyrazolo[4,3-c]pyridin-1-yl)-2-(methoxymethyl)pyrrolidine-1-carboxylate NC1=NC=CC2=C1C(=NN2[C@H]2C[C@@H](N(C2)C(=O)OC(C)(C)C)COC)C#CC2=C(C1=C(N(C(=N1)C)C)C=C2F)F